C(C)(C)(C)OC(=O)N1C=CC2=CC(=CC=C12)C=O 5-formyl-1H-indole-1-carboxylic acid tert-butyl ester